4-((2S,5r)-4-(2-amino-1-(4-(trifluoromethyl)phenyl)ethyl)-2,5-diethylpiperazin-1-yl)-1-methyl-2-oxo-1,2-dihydropyrido[3,2-d]pyrimidine-6-carbonitrile NCC(C1=CC=C(C=C1)C(F)(F)F)N1C[C@@H](N(C[C@H]1CC)C=1C2=C(N(C(N1)=O)C)C=CC(=N2)C#N)CC